(Z)-((2-(N-((4-amino-2-methylpyrimidin-5-yl)methyl)formamido)-5-hydroxypent-2-en-3-yl)thio)methyl 2,2-diphenylpropanoate C1(=CC=CC=C1)C(C(=O)OCS\C(=C(\C)/N(C=O)CC=1C(=NC(=NC1)C)N)\CCO)(C)C1=CC=CC=C1